3-(3-((5-(difluoromethyl)-2-((3-methyl-1-(8-methyl-8-azabicyclo[3.2.1]octan-3-yl)-1H-pyrazol-4-yl)amino)pyrimidin-4-yl)amino)propyl)-1,3-oxazinan-2-one FC(C=1C(=NC(=NC1)NC=1C(=NN(C1)C1CC2CCC(C1)N2C)C)NCCCN2C(OCCC2)=O)F